FC(C1=CC=C(C=N1)NC=1C(=NC=CN1)NC1CN(C1)C(=O)OC(C)(C)C)(F)F tert-butyl 3-[(3-{[6-(trifluoromethyl) pyridin-3-yl]amino}pyrazine-2-yl)amino]azetidine-1-carboxylate